methyl 1-adamantylmethyl carbonate C(OC)(OCC12CC3CC(CC(C1)C3)C2)=O